tert-butyl (2-(2-chloro-N-(1-(4-nitrophenyl)ethyl)acetamido)ethyl)(methyl)carbamate ClCC(=O)N(C(C)C1=CC=C(C=C1)[N+](=O)[O-])CCN(C(OC(C)(C)C)=O)C